5-((4-((1-(3-(1,1-difluoro-2-hydroxyethyl)-2-fluorophenyl)ethyl)amino)-2-Methylquinazolin-6-yl)(methyl)amino)-2-methoxypyridin-3-yl-N,N-dimethylacetamide FC(CO)(F)C=1C(=C(C=CC1)C(C)NC1=NC(=NC2=CC=C(C=C12)N(C=1C=C(C(=NC1)OC)CC(=O)N(C)C)C)C)F